N-(4-cyclobutyl-5-(4-fluorophenyl)-1-methyl-1H-pyrazol-3-yl)-2-(oxetan-3-yl)acetamide C1(CCC1)C=1C(=NN(C1C1=CC=C(C=C1)F)C)NC(CC1COC1)=O